methyl (S)-2-azido-2-((R)-2,2-dimethyl-1,3-dioxolan-4-yl)acetate N(=[N+]=[N-])[C@H](C(=O)OC)[C@H]1OC(OC1)(C)C